C(C)(CC)O secbutylalcohol